CN1N=CC(=C1)CCNC(N)=O 3-(2-(1-methyl-1H-pyrazol-4-yl)ethyl)urea